methyl 7-azaspiro[3.5]nonane-2,7-dicarboxylate C1C(CC12CCN(CC2)C(=O)[O-])C(=O)OC